C(CCCCCCCC(=O)O)(=O)O.[K] Potassium azelaic acid